C(C1=CC=CC=C1)OC1=NC(=CC=C1N1CC(CCC1)N(C(OC(C)(C)C)=O)CC1CCC1)CO tert-butyl N-[1-[2-benzyloxy-6-(hydroxymethyl)-3-pyridyl]-3-piperidyl]-N-(cyclobutylmethyl)carbamate